BrC1=C(C(=C(C=C1)B(O)O)F)F 4-bromo-2,3-difluorophenylboronic acid